O=C1N(C(C2=CC=CC=C12)=O)CCCC1=C2C(=NC=C1)CCN2C(=O)OC(C)(C)C tert-butyl 7-[3-(1,3-dioxoisoindolin-2-yl)propyl]-2,3-dihydropyrrolo[3,2-b]pyridine-1-carboxylate